BrCCCCC(=O)OC1=C2C(OCC2=C(C(=C1C/C=C(/CCC(=O)OC)\C)OC)C)=O Methyl (E)-6-(4-((5-bromopentanoyl)oxy)-6-methoxy-7-methyl-3-oxo-1,3-dihydroisobenzofuran-5-yl)-4-methylhex-4-enoate